ethyl Butyrate (Ethyl Butyrate) C(C)C(C(=O)O)CC.C(CCC)(=O)OCC